lithium 4-cyclohexylphenoxide C1(CCCCC1)C1=CC=C([O-])C=C1.[Li+]